CSC=1C(NN=CC1)=O 4-(methylthio)pyridazin-3(2H)-one